C1(CC1)C1=NC2=CC=C(C(=C2C(=N1)N1CCC(CC1)C1=C(C=CC=C1)OC)F)N(CCO)C 2-({2-Cyclopropyl-5-fluoro-4-[4-(2-methoxy-phenyl)-piperidin-1-yl]-quinazolin-6-yl}-methyl-amino)-ethanol